2-(2-(methylsulfonyl)-4-vinylphenyl)-7,8-dihydro-4H-[1,4]dioxino[2',3':4,5]benzo[1,2-d][1,3]oxazin-4-one CS(=O)(=O)C1=C(C=CC(=C1)C=C)C=1OC(C2=C(N1)C=C1C(=C2)OCCO1)=O